FC1=CC(=C(C=C1[N+](=O)[O-])NC1=NC=CC(=N1)C1=CN(C2=CC=CC=C12)C)OC N-(4-fluoro-2-methoxy-5-nitrophenyl)-4-(1-methylindol-3-yl)pyrimidin-2-amine